4-(6-(4-fluorophenyl)imidazolo[2,1-b][1,3,4]thiadiazol-2-yl)-N-(2-(pyridin-4-yl)ethyl)benzamide FC1=CC=C(C=C1)C=1N=C2SC(=NN2C1)C1=CC=C(C(=O)NCCC2=CC=NC=C2)C=C1